5-chlorothiophene-2-benzoic acid ClC1=CC=C(S1)C1=CC=CC=C1C(=O)O